CC1=NOC(=C1C1=CC=C2C=3N([C@H](COC31)C3=NC=CC=C3)C(=N2)N2CCC(CC2)NC(C(F)(F)F)=O)C N-{1-[(4S)-7-(3,5-dimethylisoxazol-4-yl)-4-pyridin-2-yl-4,5-dihydroimidazo[1,5,4-de][1,4]benzoxazin-2-yl]piperidin-4-yl}-2,2,2-trifluoroacetamide